N-(2-((5-chloro-2-((3-chloro-1H-indazol-6-yl)amino)pyrimidin-4-yl)amino)phenyl)methylsulfonamide ClC=1C(=NC(=NC1)NC1=CC=C2C(=NNC2=C1)Cl)NC1=C(C=CC=C1)CNS(=O)=O